ClC=1C=CC(=C(C1)C1=CC(=C(N=N1)C)NC1=CC(=NC=C1)NC(=O)CN1CCN(CC1)CC(=O)OC)F methyl 2-(4-{[(4-{[6-(5-chloro-2-fluorophenyl)-3-methylpyridazin-4-yl]amino}pyridin-2-yl)carbamoyl]methyl} piperazin-1-yl)acetate